(1-vinyl-imidazole) copper (II) chloride [Cu](Cl)Cl.C(=C)N1C=NC=C1